CN1N=C(C=2CC3C(CC12)C3)C(=O)N[C@@H]3C(N(C1=C(OC3)C=CC=C1)C)=O methyl-N-((S)-5-methyl-4-oxo-2,3,4,5-tetrahydrobenzo[b][1,4]oxazepin-3-yl)-1,4,4a,5,5a,6-hexahydrocyclopropa[f]indazole-3-carboxamide